(2H-pyrazolo[3,4-c]quinolin-7-yl)methanol C=1NN=C2C=NC=3C=C(C=CC3C21)CO